methyl O-((2-oxabicyclo[2.2.2]octan-4-yl)methyl)-N-((S)-2-((S)-2,2-dimethylcyclopropane-1-carbonyl)-6-(thiazole-5-carbonyl)-2,6-diazaspiro[3.4]octane-8-carbonyl)-L-threoninate C12OCC(CC1)(CC2)CO[C@@H]([C@H](NC(=O)[C@@H]2CN(CC21CN(C1)C(=O)[C@@H]1C(C1)(C)C)C(=O)C1=CN=CS1)C(=O)OC)C